P(=O)(OC(C)(C)C)(OC(C)(C)C)OCON1CC=C(C=C1C1CCCCC1)C Di-tert-butyl (((6-cyclohexyl-4-methylpyridin-1(2H)-yl) oxy) methyl) phosphate